N-cyclopropyl-1H-imidazole C1(CC1)N1C=NC=C1